5-methyl-3-thiocyanato-1H-indole CC=1C=C2C(=CNC2=CC1)SC#N